N1=C(N)N=C(N)N=C1N.P(O)(=O)(OP(=O)(O)O)OCC(CO)(CO)CO pentaerythritol diphosphate melamine salt